(R)-2-(3-fluoro-5-isopropyl-2-methoxyphenyl)-2-((R)-3-(methyl(5-((R)-1,2,3,4-tetrahydro-1,8-naphthyridin-2-yl)pentyl)amino)pyrrolidin-1-yl)acetic acid FC=1C(=C(C=C(C1)C(C)C)[C@H](C(=O)O)N1C[C@@H](CC1)N(CCCCC[C@H]1NC2=NC=CC=C2CC1)C)OC